(S)-N-((S)-(3-Fluoro-5-methoxyphenyl)-2-hydroxyethyl)-2-(7-(5-methyl-2-((tetrahydro-2H-pyran-4-yl)amino)pyrimidin-4-yl)-1-oxo-3,4-dihydropyrrolo[1,2-a]pyrazin-2(1H)-yl)propanamide FC=1C=C(C=C(C1)OC)[C@@H](CNC([C@H](C)N1C(C=2N(CC1)C=C(C2)C2=NC(=NC=C2C)NC2CCOCC2)=O)=O)O